1-benzyl-5-fluoro-1,2,3,6-tetrahydropyridine-4-carboxylic acid ethyl ester C(C)OC(=O)C=1CCN(CC1F)CC1=CC=CC=C1